COC=1C=C2CCN(CC2=CC1[N+](=O)[O-])C(C)C 6-methoxy-2-isopropyl-7-nitro-1,2,3,4-tetrahydroisoquinoline